tert-butyl 8-fluoro-1,6-dioxo-1,4,5,6-tetrahydrobenzo[c][1,7]naphthyridine-3(2H)-carboxylate FC=1C=CC2=C(C(NC=3CN(CC(C23)=O)C(=O)OC(C)(C)C)=O)C1